CC1=C(C(=CC=C1)C)NS(=O)(=O)C=1C=C(C=NC1OC)NC(=O)C=1N=C(SC1)C1=CC=C(C=C1)F N-(5-(N-(2,6-dimethylphenyl)sulfamoyl)-6-methoxypyridin-3-yl)-2-(4-fluorophenyl)thiazole-4-carboxamide